BrC=1C(=CC2=C(C(=NO2)N)C1)CN1N=CC=C1 5-bromo-6-[(1H-pyrazol-1-yl)methyl]-1,2-benzoxazol-3-amine